C(C)(C)(C)OC(CCCOC1=CC(=C(C=C1)NCCC(=O)O)OC)=O 3-((4-(4-(tert-butoxy)-4-oxobutoxy)-2-methoxyphenyl)amino)propionic acid